4-((2S,4S)-4-(cyclopropylmethoxy)-1-((5-methoxy-7-methyl-1H-indol-4-yl)methyl)piperidine-2-yl)benzoic acid C1(CC1)CO[C@@H]1C[C@H](N(CC1)CC1=C2C=CNC2=C(C=C1OC)C)C1=CC=C(C(=O)O)C=C1